(2R,6S)-N-{2-benzyl-2-azaspiro[3.3]heptan-6-yl}-2,6-dimethyl-4-[5-(trifluoromethyl)pyrazin-2-yl]piperazine-1-carboxamide C(C1=CC=CC=C1)N1CC2(C1)CC(C2)NC(=O)N2[C@@H](CN(C[C@@H]2C)C2=NC=C(N=C2)C(F)(F)F)C